ClC1=CC=C(C=C1)CN1CC(CC1=O)C(=O)N(C)CC1=C(C=CC=C1)OC 1-[(4-chlorophenyl)methyl]-N-[(2-methoxyphenyl)methyl]-N-methyl-5-oxopyrrolidine-3-carboxamid